O[C@@H](CNC1COC2(C1)CCN(CC2)S(=O)(=O)C2=CC=C(C(=O)N(C)C)C=C2)COC2=CC(=CC=C2)S(NC)(=O)=O 4-(3-((S)-2-hydroxy-3-(3-(N-methylsulfamoyl)phenoxy)propylamino)-1-oxa-8-azaspiro[4.5]decan-8-ylsulfonyl)-N,N-dimethylbenzamide